3-hydroxymethyl-2-(7-oxo-3-phenyl-4-oxa-2,6-diazabicyclo[3.2.0]hept-2-en-6-yl)-3-butenoic acid diphenylmethyl ester C1(=CC=CC=C1)C(C1=CC=CC=C1)OC(C(C(=C)CO)N1C2OC(=NC2C1=O)C1=CC=CC=C1)=O